1-benzyl-5-Methyl-3-phenyl-6-(phenylthio)-3,5-dihydroimidazo[4,5-c][1,2]thiazin-4(1H)-one 2,2-Dioxide C(C1=CC=CC=C1)N1S(C(C(C2=C1N=C(N2C)SC2=CC=CC=C2)=O)C2=CC=CC=C2)(=O)=O